2-((2-((4-(4-(4-(2,6-dioxopiperidin-3-yl)-3-fluorobenzyl)piperazin-1-yl)-2-isopropoxy-5-methylphenyl)amino)-5-(trifluoromethyl)pyridin-4-yl)amino)-N-methylbenzamide O=C1NC(CCC1C1=C(C=C(CN2CCN(CC2)C2=CC(=C(C=C2C)NC2=NC=C(C(=C2)NC2=C(C(=O)NC)C=CC=C2)C(F)(F)F)OC(C)C)C=C1)F)=O